tert-butyl (2s,4r)-2-(3-(4-chlorobenzyl)ureido)-6-azaspiro[3.4]octane-6-carboxylate ClC1=CC=C(CNC(NC2CC3(C2)CN(CC3)C(=O)OC(C)(C)C)=O)C=C1